NCCNC(=O)C=1C=C(C=CC1N1[C@@H](CN(CC1)C(=O)C=1C(=CC(=CC1F)C)C1=CC=C(C=C1)CN)CC)C1=C(C=CC=C1)OCC N-(2-aminoethyl)-4-[(2R)-4-[4'-(aminomethyl)-3-fluoro-5-methyl-[1,1'-biphenyl]-2-carbonyl]-2-ethylpiperazin-1-yl]-2'-ethoxy-[1,1'-biphenyl]-3-carboxamide